C(#N)C=1C=NN2C1C(=CC(=C2)C=2C=NN(C2)[C@@H]2CN(CCC2)C(=O)OC(C)(C)C)SC2=C(C(=CC=C2)F)F tert-butyl (3S)-3-[4-[3-cyano-4-(2,3-difluorophenyl)sulfanyl-pyrazolo[1,5-a]pyridin-6-yl]pyrazol-1-yl]piperidine-1-carboxylate